BrC1=CC=C(C=C1)C=1N=C(SC1)C=1C(C=2C(=NNC2C)OC1C)=O (4-(4-bromophenyl)thiazol-2-yl)-3,6-dimethyl-pyrano[2,3-c]pyrazol-4-one